benzyl (bromomethyl) ether BrCOCC1=CC=CC=C1